Cl.C(C)(C)(C)OC(=O)NCC[C@H](C(=O)OC)OC methyl (R)-4-((tert-butoxycarbonyl)amino)-2-methoxybutyrate hydrochloride